2-[[(3S)-3-methyl-1-piperidinyl]methyl]-4-methylsulfonyl-1-(p-tolylsulfonyl)-6H-pyrrolo[2,3-c]pyridin-7-one C[C@@H]1CN(CCC1)CC1=CC2=C(C(NC=C2S(=O)(=O)C)=O)N1S(=O)(=O)C1=CC=C(C=C1)C